(1S,3R)-(-)-camphoric acid C[C@@]1(CC[C@H](C1(C)C)C(=O)O)C(=O)O